N1N=NC(=C1)NC=1N=CC2=C(N1)C=NC=C2 N-(1H-1,2,3-triazol-4-yl)pyrido[3,4-d]pyrimidin-amine